N(C(=O)C)NC(=O)C=1C=C(C=CC1NCC1=CC=CC=C1)S(=O)(=O)NC 3-(acetaminocarbamoyl)-4-(benzylamino)-N-methyl-benzenesulfonamide